BrC1=C(O[C@H](C(=O)O)C)C(=CC(=C1)Br)CCOC (2S)-2-[2,4-dibromo-6-(2-methoxyethyl)phenoxy]propionic acid